CC1=C(C(=CC=C1)C)OC#N 2,6-dimethylphenyl cyanate